2-[4-(difluoromethyl)-2-(methoxymethoxy)-6-methylphenyl]-4,4,5,5-tetramethyl-1,3,2-dioxaborolane FC(C1=CC(=C(C(=C1)C)B1OC(C(O1)(C)C)(C)C)OCOC)F